[4-[[tert-butyl(dimethyl)silyl]oxymethyl]cyclohexyl]methyl 4-methylbenzenesulfonate CC1=CC=C(C=C1)S(=O)(=O)OCC1CCC(CC1)CO[Si](C)(C)C(C)(C)C